BrCCCC(=O)OC(CC)CCCCC oct-3-yl 4-bromobutyrate